trans-N1-(6-chloroquinolin-2-yl)-N4-(cis-3-(trifluoromethoxy)cyclobutyl)cyclohexane-1,4-dicarboxamide ClC=1C=C2C=CC(=NC2=CC1)NC(=O)[C@@H]1CC[C@H](CC1)C(=O)N[C@@H]1C[C@@H](C1)OC(F)(F)F